FC1CCN(CC1)C1=CC=C(C=C1)F 4-fluoro-1-(4-fluorophenyl)piperidin